BrC1=C(C=CC=C1)C1=CC(=CC=2C3=CC=CC=C3NC12)C1=CC=CC2=CC=CC=C12 (2-bromophenyl)-3-(naphthalen-1-yl)-9H-carbazole